CC1=CC(=C(C(=C1)C)N2C=C[N+](=C2)C3=C(C=C(C=C3C)C)C)C.[Cl-] 1,3-(2,4,6-trimethylphenyl)imidazolium chloride